ClC=1C=C(C=C2C=C(N=CC12)NC(=O)[C@H]1[C@@H](C1)C#N)C=1N(C(=NC1)C)C |r| (±)-trans-N-[8-chloro-6-(2,3-dimethylimidazol-4-yl)-3-isoquinolinyl]-2-cyano-cyclopropanecarboxamide